2-(2-aminophenyl)benzen-1-ide NC1=C(C=CC=C1)C1=[C-]C=CC=C1